C(CCCCCCCC)(=O)OC(CSCCCCCCC)CCCCC(CCCCC(CSCCCCCCC)OC(CCCCCCCC)=O)NCCCCO[Si](C1=CC=CC=C1)(C1=CC=CC=C1)C(C)(C)C 7-((4-((tert-Butyldiphenylsilyl)oxy)butyl)amino)-1,13-bis(heptylthio)tridecane-2,12-diyl dinonanoate